C(C1=CC=CC=C1)OC1=CC=C(C=N1)C=1CN(CCC1)[C@H](C(=O)NC=1SC(=CN1)OC1=CC(=CC=C1)F)C (S)-2-(6'-(benzyloxy)-5,6-dihydro-[3,3'-bipyridin]-1(2H)-yl)-N-(5-(3-fluorophenoxy)thiazol-2-yl)propanamide